C[C@]12CC3(CC(C[C@@](C1)(C3)C)C2)NC(NC2=C(C=C(C(=O)NCCCCCCCC(=O)NO)C=C2)F)=O 4-(3-((1r,3r,5s,7r)-3,5-dimethyladamantan-1-yl)ureido)-3-fluoro-N-(8-(hydroxyamino)-8-oxooctyl)benzamide